O(O)O.[Co].[Fe] iron-cobalt oxyhydroxide